Cl.N1[C@@H](CCC1)C(=O)O[C@@](C[N+](C)(C)C)(CC([O-])=O)C(CC)=O propionyl-L-carnitine L-prolinate hydrochloride